2-(2-(((1R,3S,5S)-3-((2-((S)-2-cyanopyrrolidin-1-yl)-2-oxoethyl)amino)adamantan-1-yl)oxy)ethoxy)ethyl (4-nitrophenyl) carbonate C(OCCOCCOC12CC3(C[C@H](CC(C1)C3)C2)NCC(=O)N2[C@@H](CCC2)C#N)(OC2=CC=C(C=C2)[N+](=O)[O-])=O